ethyl 1-[(4-hydroxyphenoxy) methyl]-1H-pyrazole-4-carboxylate OC1=CC=C(OCN2N=CC(=C2)C(=O)OCC)C=C1